ClC1=CC2=C(S1)[C@@]1(C[C@@H](N([C@@H](C1)C=1N=NN(C1)C)C(C(F)(F)F)=O)C)OCC2(F)F 1-[(2'S,6'S,7S)-2-chloro-4,4-difluoro-2'-methyl-6'-(1-methyltriazol-4-yl)spiro[5H-thieno[2,3-c]pyran-7,4'-piperidine]-1'-yl]-2,2,2-trifluoro-ethanone